ClC1=CC(=C(C=C1)COC1=CC=CC(=N1)C1CCC(CC1)CC(=O)O)F 2-[4-[6-[(4-chloro-2-fluoro-phenyl)methoxy]-2-pyridinyl]cyclohexyl]acetic acid